C1(=CC=CC=C1)C1=C2C=CC(=CC2=CC=C1)B(O)O (5-phenyl-2-naphthyl)boronic acid